COCOC1=C(C=CC=C1)C1=CC(=C(N=N1)N)C=1C=NNC1 6-[2-(methoxymethyloxy)phenyl]-4-(1H-pyrazol-4-yl)pyridazin-3-amine